(5-(9-borabicyclo[3.3.1]non-9-yl)pentyl)di-tert-butylphosphonium bromide [Br-].C12CCCC(CCC1)B2CCCCC[PH+](C(C)(C)C)C(C)(C)C